O1C(=NC2=C1C=CC=C2)C=2C=C(C=CC2)[NH-] N-(3-(benzoxazol-2-yl)phenyl)amide